furan-2-carboxylic acid ethyl ester C(C)OC(=O)C=1OC=CC1